[Si](C)(C)(C(C)(C)C)OCCS(=O)(=O)CC1(COC1)CCCC(C(=O)OCC1=CC=CC=C1)(C([2H])([2H])[2H])C1=CC(=CC=C1)C[C@@H](C(=O)OC)C benzyl 5-(3-(((2-((tert-butyldimethylsilyl)oxy)ethyl)sulfonyl)methyl) oxetan-3-yl)-2-(3-((S)-3-methoxy-2-methyl-3-oxopropyl)phenyl)-2-(methyl-d3)pentanoate